FC1(CN(CCC1)C1=NC(=CC(=N1)C(=O)OC)C)F methyl 2-(3,3-difluoropiperidin-1-yl)-6-methylpyrimidine-4-carboxylate